CC(C)(C(C)C)C 2,2,3-trimethylbutane